ClC=1C=C(C=CC1)C=1C2=C(CC3=C(N1)C=CC=C3)C=CC=C2 6-(3-Chlorophenyl)-11H-dibenzo[b,e]azepine